tert-butyl (3-bromo-4-((1S,3R)-1-((tert-butoxycarbonyl)amino)-5-azaspiro[2.4]heptan-5-yl)-5-chloro-6-fluoro-9H-pyrido[2,3-b]indol-8-yl)(methyl)carbamate BrC1=C(C2=C(NC3=C(C=C(C(=C23)Cl)F)N(C(OC(C)(C)C)=O)C)N=C1)N1C[C@]2(C[C@@H]2NC(=O)OC(C)(C)C)CC1